BrC=1C(=C(C=C(C1)F)N1N=C(N=C1C1(CC1)N(C(OC(C)(C)C)=O)C)C)F tert-butyl (1-(1-(3-bromo-2,5-difluorophenyl)-3-methyl-1H-1,2,4-triazol-5-yl)cyclopropyl)(methyl)carbamate